methylbenzoyloxy phosphate P(=O)(OOC(C1=C(C=CC=C1)C)=O)([O-])[O-]